diisononyl (pentyl) citrate C(CC(O)(C(=O)OCCCCC)CC(=O)OCCCCCCC(C)C)(=O)OCCCCCCC(C)C